N-(1-(4-((4-Chloro-2-(tetrahydro-1H-furo[3,4-c]pyrrol-5(3H)-yl)benzyl)(methyl)amino)-4-methylpiperidine-1-carbonyl)-1H-pyrazol-3-yl)methanesulfonamide ClC1=CC(=C(CN(C2(CCN(CC2)C(=O)N2N=C(C=C2)NS(=O)(=O)C)C)C)C=C1)N1CC2C(C1)COC2